4-(4-fluorophenyl)-6-methoxychroman-4-ol FC1=CC=C(C=C1)C1(CCOC2=CC=C(C=C12)OC)O